NC1=C2C(=NC=N1)N(N=C2C#CC=2C=C(C=CC2C)NC(=O)N2OCC[C@@H]2C2=C(C(=CC=C2)Cl)F)CC (R)-N-(3-((4-amino-1-ethyl-1H-pyrazolo[3,4-d]pyrimidin-3-yl)ethynyl)-4-methylphenyl)-3-(3-chloro-2-fluorophenyl)isoxazolidin-2-carboxamide